(S)-2-(4-(5-chloro-2-(4-chloro-1H-1,2,3-triazol-1-yl)phenyl)-2,5-dioxapiperazin-1-yl)-3-(4-fluorophenyl)-N-(2-methyl-2H-indazol-5-yl)propanamide ClC=1C=CC(=C(C1)N1CON(CO1)[C@H](C(=O)NC1=CC2=CN(N=C2C=C1)C)CC1=CC=C(C=C1)F)N1N=NC(=C1)Cl